FC(CO)(CN1[C@@H](C=2NC3=CC=CC=C3C2C[C@H]1C)C1=CN=C(S1)O[C@H]1CN(CC1)CCCF)F 2,2-Difluoro-3-((1S,3R)-1-(2-(((R)-1-(3-fluoropropyl)pyrrolidin-3-yl)oxy)thiazol-5-yl)-3-methyl-1,3,4,9-tetrahydro-2H-pyrido[3,4-b]indol-2-yl)propan-1-ol